N1C=CC2=CC(=CC=C12)CN indole-5-methylamine